1-[2-Fluoro-5-(trifluoromethyl)phenyl]-3-[4-methyl-3-[2-oxo-3-(1H-pyrrol-2-ylmethylene)-2,3-dihydro-1H-indol-6-ylamino]phenyl]urea FC1=C(C=C(C=C1)C(F)(F)F)NC(=O)NC1=CC(=C(C=C1)C)NC1=CC=C2C(C(NC2=C1)=O)=CC=1NC=CC1